ClC=1N=CC(=NC1F)CN (5-chloro-6-fluoro-pyrazin-2-yl)methanamine